3-acryloxy-2-hydroxypropane C(C=C)(=O)OCC(C)O